2-((((9H-Fluoren-9-yl)methoxy)carbonyl)(methyl)amino)-3-(5-fluoropyridin-3-yl)propanoic acid C1=CC=CC=2C3=CC=CC=C3C(C12)COC(=O)N(C(C(=O)O)CC=1C=NC=C(C1)F)C